CN1C(=CC=C1)C=1C=C(C=CC1)C1=CC=C(S1)CC(=O)NCCN1CCOCC1 2-(5-(3-(1-methyl-1H-pyrrol-2-yl)phenyl)thiophen-2-yl)-N-(2-morpholinoethyl)acetamide